N-(6-methoxyquinolin-8-yl)pyridine-2-sulfonamide COC=1C=C2C=CC=NC2=C(C1)NS(=O)(=O)C1=NC=CC=C1